BrC1=C2C(=CN=C1NC1CCN(CC1)C)OC(=C2CC(F)F)C#N 4-bromo-3-(2,2-difluoroethyl)-5-((1-methylpiperidin-4-yl)amino)furo[2,3-c]pyridine-2-carbonitrile